C(C)(C)C1=NC(=CC(=C1NC(=O)NS(=O)(=N)C=1C=NN2C1OCCC2)C(C)C)CNC N-((2,4-diisopropyl-6-((methylamino)methyl)pyridin-3-yl)carbamoyl)-6,7-dihydro-5H-pyrazolo[5,1-b][1,3]oxazine-3-sulfonimidamide